(methylsulfonyl)methylpyridin-3-amine CS(=O)(=O)CC1=NC=CC=C1N